Hydroxyethyl-Methylammonium methyl-5-(1-cyano-1-methyl-ethyl)-3-ethylsulfanyl-pyridine-2-carboxylate COC(=O)C1=NC=C(C=C1SCC)C(C)(C)C#N.OCC[NH2+]C